C1(=C(C=CC=C1)C1=C(C=CC(=C1)NC1=CC=CC2=CC=CC=C12)C1=CC=C(C=C1)NC1=CC=CC2=CC=CC=C12)C1=CC=CC=C1 biphenylyl-N,N'-di(1-naphthyl)-1,1'-biphenyl-4,4'-diamine